C(C1=CC=CC=C1)S(=O)(=O)N1C[C@@H]([C@@](CC1)(O)C1=CC(=CC=C1)OC)CN(C)C (3S,4R)-1-(benzylsulfonyl)-3-((dimethylamino)methyl)-4-(3-methoxyphenyl)piperidin-4-ol